[N].N1[C@@H](CCC1)C(=O)O L-Proline Nitrogen